CCNCCCCCCNCCNCCNCCCCCNCCNCCNCCCCCC(=O)[O-] 3,10,13,16,22,25,28-heptaazatetratriacontan-34-oate